ethyl 3-fluoro-α-cyanocinnamate FC=1C=C(C=C(C(=O)OCC)C#N)C=CC1